C(C)N1C(C2=CC=C(C=C2C1=O)NC(=O)C1=CC(=NN1C1=NC=CC=C1Cl)Br)=O N-(2-ethyl-1,3-dioxo-5-isoindolyl)-3-bromo-1-(3-chloro-2-pyridinyl)-1H-pyrazole-5-carboxamide